C(C)OC1=NC=CC(=C1)C1=CC=C(C=C1)[C@H](C)N1C=CC2=C(C=CC(=C12)C(=O)NC1CC2(CCC2)C1)F (Sa)-6-(1-((S)-1-(4-(2-Ethoxypyridin-4-yl)phenyl)ethyl)-4-fluoro-1H-indol-7-carboxamido)spiro[3.3]heptan